OC1=C(N=C(N(C1=O)C)OC1=CC=CC=C1)C(=O)NC=1C=NOC1 5-hydroxy-N-(isoxazol-4-yl)-1-methyl-6-oxo-2-phenoxy-1,6-dihydropyrimidine-4-carboxamide